isotridecyl-ethylene oxide C(CCCCCCCCCC(C)C)C1CO1